C(C)(C)(C)OC(=O)NC1(CCN(CC1)C=1N=CC(=NC1)SC=1C(=C(C(=O)OC)C=CC1)Cl)C methyl 3-((5-(4-((tert-butoxy carbonyl)amino)-4-methylpiperidin-1-yl)pyrazin-2-yl)thio)-2-chlorobenzoate